4-[(3R)-3-(tert-Butoxycarbonylamino)-4-(2,4,5-trifluorophenyl)butanoyl]Piperazine C(C)(C)(C)OC(=O)N[C@@H](CC(=O)N1CCNCC1)CC1=C(C=C(C(=C1)F)F)F